C(C)(C)(C)OC(=O)NCCO N-(tert-butoxycarbonyl)ethanolamine